{4-[(3S)-3-Aminopyrrolidin-1-yl]-2-(3-fluoropyridin-4-yl)-1-methyl-1,3-benzodiazol-5-yl}-2-(2,6-difluorophenyl)-3-oxopyridazin-4-carboxamide N[C@@H]1CN(CC1)C1=C(C=CC=2N(C(=NC21)C2=C(C=NC=C2)F)C)C2=C(C(N(N=C2)C2=C(C=CC=C2F)F)=O)C(=O)N